1-mesityl-4,5-dihydroimidazolium bromide [Br-].C1(=C(C(=CC(=C1)C)C)N1C=[NH+]CC1)C